C(#N)C1=NC=C(C=C1C1=C(C=C2C(=CN(C2=C1)CC(C)(C)C)[C@@H](C(F)F)NS(=O)(=O)C1CC1)F)F (S)-N-(1-(6-(2-cyano-5-fluoropyridin-3-yl)-5-fluoro-1-neopentyl-1H-indol-3-yl)-2,2-difluoroethyl)cyclopropanesulfonamide